CC1(C2=CC=CC=C2C=2C=CC(=CC12)NC1=CC=CC=2C3(C4=CC=CC=C4C12)C1=CC=CC=C1C=1C=CC=CC13)C N-(9,9-dimethyl-fluoren-2-yl)-9,9-spirobi(9H-fluoren)-4-amine